O1C(=NN=C1)CNC(=O)C=1C(=C(C(=CC1CCCCC)O)C1=C(C=CC(=C1)C)C(=C)C)O N-((1,3,4-oxadiazol-2-yl)methyl)-2,6-dihydroxy-5'-methyl-4-pentyl-2'-(prop-1-en-2-yl)-[1,1'-biphenyl]-3-carboxamide